6-(2-hydroxy-2-methylpropoxy)-4-(6-((3aR,6aS)-5-((6-methoxypyridin-3-yl)methyl)hexahydropyrrolo[3,4-c]pyrrol-2(1H)-yl)pyridin-3-yl)pyrazolo[1,5-a]pyridine-3-carbonitrile OC(COC=1C=C(C=2N(C1)N=CC2C#N)C=2C=NC(=CC2)N2C[C@@H]1CN(C[C@@H]1C2)CC=2C=NC(=CC2)OC)(C)C